1-(3-(3,6-difluoro-9H-carbazol-9-yl)-2-hydroxypropyl)-3-isopropyl-tetrahydro-pyrimidin-2(1H)-one FC=1C=CC=2N(C3=CC=C(C=C3C2C1)F)CC(CN1C(N(CCC1)C(C)C)=O)O